α,α-dimethyl-hexanoic acid CC(C(=O)O)(CCCC)C